C(=O)O.FC1=C(C=CC(=C1)F)N1CCN(CC1)CC1=CC=C2C(N(C(NC2=C1)=O)CC)=O 7-{[4-(2,4-difluorophenyl)piperazin-1-yl]methyl}-3-ethyl-1H-quinazoline-2,4-dione formate